NC=1NC(C=2N(C(N(C2N1)[C@@H]1O[C@@H]([C@@H]([C@H]1O)O)CO)=O)CCCC(=O)OC)=O Methyl 4-(2-amino-9-((2R,3R,4R,5R)-3,4-dihydroxy-5-(hydroxymethyl)tetrahydrofuran-2-yl)-6,8-dioxo-1,6,8,9-tetrahydro-7H-purin-7-yl)butanoat